6-(2-(4-chlorophenyl)propionyl)-2-(1-phenylcyclopropyl)-5,6,7,8-tetrahydropyrido[4,3-d]pyrimidin-4(3H)-one ClC1=CC=C(C=C1)C(C(=O)N1CC2=C(N=C(NC2=O)C2(CC2)C2=CC=CC=C2)CC1)C